C1(CCCC1)C1=NC2=NC=NC(=C2N1)C(=O)NCC1=CC(=CC(=C1)NC1=NOC=C1)F 8-cyclopentyl-N-(3-fluoro-5-(isoxazol-3-ylamino)benzyl)-7H-purine-6-carboxamide